4-((2-(2-benzyloxyphenyl)-4-methyl-5-thiazolyl)methyl)-N2-isobutyl-2,4-pyrimidinediamine C(C1=CC=CC=C1)OC1=C(C=CC=C1)C=1SC(=C(N1)C)CC1(NC(=NC=C1)NCC(C)C)N